OC1(C(NC2=CC=CC=C12)=O)CC(C1=CC=NC=C1)=O 3-hydroxy-3-(2-oxo-2-(pyrid-4-yl)ethyl)indol-2-one